C1(CC1)C1=CC2=C(N(C(=N2)NC2=CC=C(C(=O)NO)C=C2)CCOC)C=C1 4-(5-Cyclopropyl-1-(2-methoxyethyl)-1H-benzo[d]imidazol-2-ylamino)-N-hydroxybenzoamide